((difluoromethyl)thio)-3-methoxy-2-nitropyridine FC(SC1=C(C(=NC=C1)[N+](=O)[O-])OC)F